FC(OC1=CC=C(C=C1)NC(=O)N1CC(CC2=CC=CC=C12)NS(=O)(=O)C=C)(F)F N-(4-(trifluoromethoxy)phenyl)-3-(vinylsulfonamido)-3,4-dihydroquinoline-1(2H)-carboxamide